CN1CCC2(CN(C2)C=2N=NC(=CN2)C2=C(C=C(C=C2)C2=NN(N=C2)C)O)CC1 2-[3-(7-methyl-2,7-diazaspiro[3.5]non-2-yl)-1,2,4-triazin-6-yl]-5-(2-methyl-2H-1,2,3-triazol-4-yl)phenol